C(C1=CC=CC=C1)C1=C(OC[C@@H](C)O)C=CC=C1 |o1:11| (R) or (S)-1-(2-benzylphenoxy)propan-2-ol